[5-Cyclopropyl-1-[(4-methoxyphenyl)methyl]pyrazol-3-yl]-(2-methylsulfanylpyrimidin-4-yl)methanone C1(CC1)C1=CC(=NN1CC1=CC=C(C=C1)OC)C(=O)C1=NC(=NC=C1)SC